O1C(CCCC1)N1N=C(C=C1[Sn](CCCC)(CCCC)CCCC)C(F)(F)F (tetrahydro-2H-pyran-2-yl)-5-(tributylstannyl)-3-(trifluoromethyl)-1H-pyrazole